ClC=1N=C(C2=C(N1)SC(=N2)C)NCCCC2=CC=C(C=C2)C2=NC=C(N=C2)F 5-chloro-N-(3-(4-(5-fluoropyrazin-2-yl)phenyl)propyl)-2-methylthiazolo[5,4-d]pyrimidin-7-amine